CO[Si](CCCCCCCCN)(OC)OC 8-(trimethoxysilyl)octylamine